O=C1NC(CCC1N1C(C2=CC=CC(=C2C1=O)OCCCCCCC(=O)N1CCN(CC1)C1CCN(CC1)C1=NC=C(C(=O)N2CCC(CC2)CCCCNC(\C=C\C=2C=NC=CC2)=O)C=C1)=O)=O (E)-N-(4-(1-(6-(4-(4-(7-((2-(2,6-dioxopiperidin-3-yl)-1,3-dioxoisoindolin-4-yl)oxy)heptanoyl)piperazin-1-yl)piperidin-1-yl)nicotinoyl)piperidin-4-yl)butyl)-3-(pyridin-3-yl)acrylamide